1-methyl-N-[(2S)-1,1,1-trifluorobutan-2-yl]-1H-pyrazole-5-carboxamide CN1N=CC=C1C(=O)N[C@H](C(F)(F)F)CC